3,7,7-trimethyl-11-methylene-(6R)-spiro[5.5]undec-2-ene CC1=CC[C@]2(CC1)C(CCCC2=C)(C)C